tert-butyl 7-{2-[(4-amino-3-methylphenyl)amino]-5H,6H,7H,8H-pyrido[3,4-d]pyrimidin-7-yl}-8-chloro-1H,2H,3H-pyrido[2,3-b][1,4]oxazine-1-carboxylate NC1=C(C=C(C=C1)NC=1N=CC2=C(N1)CN(CC2)C2=C(C1=C(OCCN1C(=O)OC(C)(C)C)N=C2)Cl)C